Nα-methyl-valine CN[C@@H](C(C)C)C(=O)O